ClC=1C=C(C(=NC1)N1C([C@@H](N(C(C1)=O)CC1=CC=C(C=C1)C(F)(F)F)[C@H](C)O)=O)F (S)-1-(5-chloro-3-fluoropyridin-2-yl)-3-((S)-1-hydroxyethyl)-4-(4-(trifluoromethyl)benzyl)piperazine-2,5-dione